CC1CN(CC(C1)C)CC1=C(C2=C(C=CC(=NO2)O)C=C1)O 8-((3,5-dimethylpiperidin-1-yl)methyl)-3,9-dihydroxybenzo[5,6]oxazepin